FC1=C(C(=CC(=C1)C1=C2CCN([C@@H](C2=CC=C1OC)C)C(C)C1=CC=C(C=C1)C(C)C)NCC(C)C)O 2-fluoro-6-(isobutylamino)-4-[(1R)-2-[1-(4-isopropylphenyl)ethyl]-6-methoxy-1-methyl-3,4-dihydro-1H-isoquinolin-5-yl]phenol